C1(=CC=CC=C1)C=1NC=C2N(C1)C(C=N2)=O 6-phenylimidazo[1,2-a]pyrazin-3(7H)-one